N-(1'-(6-(1,1-difluoroethyl)pyridin-2-yl)-1',2'-dihydrospiro[cyclopentane-1,3'-pyrrolo[3,2-c]pyridin]-6'-yl)acetamide FC(C)(F)C1=CC=CC(=N1)N1CC2(C=3C=NC(=CC31)NC(C)=O)CCCC2